C(C1=NNC(=N1)N)C1=NNC(=N1)N 3,3'-methylenebis(5-amino-1H-1,2,4-triazole)